4-((4-(7-isopropyl-8-oxo-4-oxa-7-azaspiro[2.5]octan-5-yl)piperidin-1-yl)methyl)benzonitrile C(C)(C)N1CC(OC2(CC2)C1=O)C1CCN(CC1)CC1=CC=C(C#N)C=C1